(S)-3-(2-Amino-3-((2,6-dichloropyridin-4-yl)methoxy)-3-oxopropyl)benzoic acid hydrochloride Cl.N[C@@H](CC=1C=C(C(=O)O)C=CC1)C(=O)OCC1=CC(=NC(=C1)Cl)Cl